[Sm].[Nd] Neodymium Samarium